OC1=CC=2N(C=C1C(=O)OC)C=C(N2)C21COC(C2)(C1)C Methyl 7-hydroxy-2-(1-methyl-2-oxabicyclo[2.1.1]hexan-4-yl)imidazo[1,2-a]pyridine-6-carboxylate